3-[3,3-difluoro-1-[1-(2,2,2-trifluoroethyl)tetrazol-5-yl]propyl]isoxazol-5-amine FC(CC(C1=NN=NN1CC(F)(F)F)C1=NOC(=C1)N)F